COC1=C2C=CC(=CC2=CC(=C1)C(=O)OC1=C(C(=C(C(=C1F)F)F)F)F)CP(O)(O)=O ((5-methoxy-7-((perfluorophenoxy)carbonyl)naphthalen-2-yl)methyl)phosphonic acid